(2S)-N-(5-acetamido-2-fluoro-4-(1-oxo-1-((2,2,2-trifluoroethyl)amino)propan-2-yl)phenyl)-2-amino-3,3-dicyclopropylpropanamide C(C)(=O)NC=1C(=CC(=C(C1)NC([C@H](C(C1CC1)C1CC1)N)=O)F)C(C(NCC(F)(F)F)=O)C